BrC1=C(C(=NC=C1)N)N 4-bromopyridine-2,3-diamine